1-aza-4,7,10,13,16-pentaoxacyclooctadecane N1CCOCCOCCOCCOCCOCC1